Cl.Cl.ClC=1C=C(C(=C(C1)C1=NC=NN2C1=CC(=C2)CN2C(C1C(C1C2=O)(C)C)=O)NCC2CNCCC2)C 3-((4-(5-chloro-3-methyl-2-((piperidin-3-ylmethyl)amino)phenyl)pyrrolo[2,1-f][1,2,4]triazin-6-yl)methyl)-6,6-dimethyl-3-azabicyclo[3.1.0]hexane-2,4-dione dihydrochloride